C[C@](C(=O)[O-])(N1CC2=C(CC1)SC=C2)C2=C(C=CC=C2)Cl (S)-Methyl-(2-chlorophenyl)-2-(6,7-dihydro-4H-thieno[3,2-c]pyridin-5-yl)acetat